NC=1C(=NC(=C(N1)F)C1=CC=C(C=C1)C=1CCN(CC1)C(C)C)C=1C=C2CCNC(C2=CC1F)=O 6-(3-amino-5-fluoro-6-(4-(1-isopropyl-1,2,3,6-tetrahydropyridin-4-yl)phenyl)pyrazin-2-yl)-7-fluoro-3,4-dihydroisoquinolin-1(2H)-one